rac-(trans)-1-(4-aminopyrimidin-2-yl)-4-fluoropiperidin-3-ol NC1=NC(=NC=C1)N1C[C@H]([C@@H](CC1)F)O